ClC1=C(CN([C@@H](CCOC=2C=C(C=CC2)C(C(=O)O)(C)C)C)CC(C2=CC=CC=C2)C2=CC=CC=C2)C=CC=C1C(F)(F)F (R)-2-(3-(3-((2-chloro-3-(trifluoromethyl)benzyl)(2,2-diphenylethyl)amino)butoxy)phenyl)-2-methylpropanoic acid